1-ethyl-5-(4-fluorophenyl)-4-oxopyridine-3-carboxamide C(C)N1C=C(C(C(=C1)C1=CC=C(C=C1)F)=O)C(=O)N